C1(=CC=CC=C1)[C@H]1[C@@H](CN(C1)C(=O)OC(C)(C)C)NC(=O)C1=C2C=CN=CC2=CC=C1 |r| tert-Butyl (±)-trans-4-phenyl-3-[(isoquinolin-5-ylcarbonyl)amino]pyrrolidine-1-carboxylate